5-Chloro-1-(3-(4-(cyclohexylcarbonyl)piperazine-1-carbonyl)benzyl)quinazoline-2,4(1H,3H)-dione ClC1=C2C(NC(N(C2=CC=C1)CC1=CC(=CC=C1)C(=O)N1CCN(CC1)C(=O)C1CCCCC1)=O)=O